S=C1NC=C(N1)CC(C(=O)[O-])[N+](C)(C)C.C(C)(C)(C)N1CCC(CC1)N1C2=C(N(C(C1=O)=O)C)C=CC(=N2)OC(C)C Tert-Butyl-4-(6-isopropoxy-1-methyl-2,3-dioxo-2,3-dihydropyrido[2,3-b]pyrazin-4(1H)-yl)piperidine 3-(2-Sulfanylidene-2,3-dihydro-1H-imidazol-4-yl)-2-(trimethylazaniumyl)propanoate